((5-(4-fluorophenyl)-6-(tetrahydro-2H-pyran-4-yl)-1H-pyrazolo[4,3-g]isoquinolin-8-yl)imino)dimethyl-λ6-sulfanone FC1=CC=C(C=C1)C1=C(N=C(C2=CC3=C(C=C12)C=NN3)N=S(=O)(C)C)C3CCOCC3